5-(4-chloro-2-fluoro-phenyl)-2,3-dimethyl-7-((2S,6S)-2-methyl-6-(3-thiophenyl)-4-morpholinyl)pyrido-[4,3-d]pyrimidin-4(3H)-one ClC1=CC(=C(C=C1)C1=NC(=CC=2N=C(N(C(C21)=O)C)C)N2C[C@@H](O[C@H](C2)C2=CSC=C2)C)F